N-(cis-2-((2-bromo-1,3-thiazol-4-yl)methyl)-1-(cyclobutylcarbonyl)pyrrolidin-3-yl)methanesulfonamide BrC=1SC=C(N1)C[C@@H]1N(CC[C@@H]1NS(=O)(=O)C)C(=O)C1CCC1